C(C)(C)(C)OC(=O)[C@@]1([C@H](C1)CCCCCO)C (1s,2s)-2-(5-hydroxypentyl)-1-methylcyclopropane-1-carboxylic acid tert-butyl ester